IC1=NN(C2=C1CN(CC2)C(C)=O)C 1-(3-iodo-1-methyl-1,4,6,7-tetrahydro-5H-pyrazolo[4,3-c]pyridin-5-yl)ethan-1-one